COC1=CC=2C(=C3C(=NC2C=C1COCCN1CCCC1)CCC3)NCCOC 7-methoxy-N-(2-methoxyethyl)-6-{[2-(pyrrolidin-1-yl)ethoxy]methyl}-1H,2H,3H-cyclopenta[b]quinolin-9-amine